4,5-dihydro-2-(8-heptadecenyl)-1H-imidazol-1-ethanol C(CCCCCCC=CCCCCCCCC)C=1N(CCN1)CCO